Cl.CC1(CC1)C1=CNC=2N=CN=C(C21)N[C@H]2CNCCC2 (R)-5-(1-methylcyclopropyl)-N-(piperidin-3-yl)-7H-pyrrolo[2,3-d]pyrimidin-4-amine hydrochloride